N1C(=NC2=C1C=CC=C2)C2=CC(=NN2CC2=CC=C(C=C2)OC)NC(=O)C=2N=NC(=CC2)Cl N-[5-(1H-benzimidazol-2-yl)-1-[(4-methoxyphenyl)methyl]pyrazol-3-yl]-6-chloro-pyridazine-3-carboxamide